BrC1=CC=C(C(=C1NC(OC(C)(C)C)=O)C)OC tert-butyl N-(6-bromo-3-methoxy-2-methyl-phenyl)carbamate